8-[(1R)-1-[(6-Chloro-2-methyl-3-pyridyl)amino]ethyl]-2-(1,5-dimethylpyrazol-4-yl)-3,6-dimethyl-chromen-4-one ClC1=CC=C(C(=N1)C)N[C@H](C)C=1C=C(C=C2C(C(=C(OC12)C=1C=NN(C1C)C)C)=O)C